CNS(=O)(=O)C(C(C(C(C(C(C(C(F)(F)F)(F)F)(F)F)(F)F)(F)F)(F)F)(F)F)(F)F N-methyl-perfluorooctyl-sulfonamide